6-({[(1-methoxycyclobutyl)methyl]amino}methyl)-4-(trifluoromethyl)-2,3-dihydro-isoindol-1-one COC1(CCC1)CNCC1=CC(=C2CNC(C2=C1)=O)C(F)(F)F